3-isopropenyl-cumyl isocyanate C(=C)(C)C=1C=C(C(C)(C)N=C=O)C=CC1